1-(4-bromophenyl)-3,5-diisopropyl-pyrazole BrC1=CC=C(C=C1)N1N=C(C=C1C(C)C)C(C)C